benzyl 2-[7-(piperidin-4-yl)-3H-imidazo[4,5-b]pyridin-2-yl]-morpholine-4-carboxylate N1CCC(CC1)C1=C2C(=NC=C1)NC(=N2)C2CN(CCO2)C(=O)OCC2=CC=CC=C2